FC=1C(=NC=CC1SC)CN (3-Fluoro-4-(methylthio)pyridin-2-yl)methanamine